1-(1,3-dihydroisobenzofuran-5-yl)-2-(hydroxyimino)-2-(pyridin-2-yl)ethanone C1OCC2=CC(=CC=C12)C(C(C1=NC=CC=C1)=NO)=O